[S-2].[La+3].[Ga+3].[S-2].[S-2] gallium-lanthanum-Sulphide